FC(/C=C/C(=O)N1[C@H](CN(CC1)C=1C2=C(N=C(N1)OC[C@H]1N(CCC1)C)CN(CC2)C2=CC=CC1=CC=CC(=C21)C)CC#N)F 2-((S)-1-((E)-4,4-difluorobut-2-enoyl)-4-(7-(8-methylnaphthalen-1-yl)-2-(((S)-1-methylpyrrolidin-2-yl)methoxy)-5,6,7,8-tetrahydropyrido[3,4-d]pyrimidin-4-yl)piperazin-2-yl)acetonitrile